Cl[Ir+2] chloroiridium (III)